CN1N=NN=C1CC 1-methyl-5-ethyltetrazole